CC1=CC(=CC=C1)CN m-toluenemethylamine